tert-butyl (3R)-3-[tert-butoxycarbonyl-[2-(5-fluoro-3-pyridyl)-8-[1-(methoxymethyl)vinyl]pyrazolo[1,5-a][1,3,5]triazin-4-yl]amino]-1,2,3,4-tetrahydrocarbazole-9-carboxylate C(C)(C)(C)OC(=O)N([C@@H]1CCC=2N(C3=CC=CC=C3C2C1)C(=O)OC(C)(C)C)C1=NC(=NC=2N1N=CC2C(=C)COC)C=2C=NC=C(C2)F